1-(4-bromobenzyl)piperidine-4-carboxylic acid methyl ester COC(=O)C1CCN(CC1)CC1=CC=C(C=C1)Br